[PH2](O)=O.C(C)P(C1=CC=CC=C1)C(C1=C(C=C(C=C1C)C)C)=O ethyl-(2,4,6-trimethylbenzoyl)phenylphosphine phosphinate